C(CCCCCCCCCCC)[NH3+] n-dodecyl-ammonium